BrC1=NN(C(=C1)C=C(C)C)C1CCC2(CC2)CC1 3-Bromo-5-(2-methylprop-1-en-1-yl)-1-(spiro[2.5]octan-6-yl)-1H-pyrazole